trans-10,11-Diazido-10,11-dihydro-5H-dibenzo[a,d][7]annulen-5-one N(=[N+]=[N-])[C@H]1[C@@H](C2=C(C(C3=C1C=CC=C3)=O)C=CC=C2)N=[N+]=[N-]